ClC=1C=C(OC=2C=CC3=C([S@@](C([C@@H]3F)(F)F)=O)C2C(F)F)C=C(C1)F (1S,3R)-6-(3-chloro-5-fluorophenoxy)-7-(difluoromethyl)-2,2,3-trifluoro-2,3-dihydrobenzo[b]thiophene 1-oxide